N-(2-(2-((2,6-difluoro-4-methoxybenzyl)amino)-5-oxo-5,7-dihydro-6H-pyrrolo[3,4-b]pyridin-6-yl)ethyl)acetamide FC1=C(CNC2=CC=C3C(=N2)CN(C3=O)CCNC(C)=O)C(=CC(=C1)OC)F